FC1(CCC(CC1)O\N=C(/C)\C1=CC=C(C=N1)NS(=O)(=O)C=C)F (E)-N-(6-(1-(((4,4-difluorocyclohexyl)oxy)imino)ethyl)pyridin-3-yl)ethenesulfonamide